FC(COCC)F ethyl difluoroethyl ether